diethylhexyl 2,6-naphthalenedicarboxylate C1=C(C=CC2=CC(=CC=C12)C(=O)[O-])C(=O)OC(CCCCC)(CC)CC